C(N)(=O)C1CC2CCC(C1)C2NC(OC(C)C)=O isopropyl (3-carbamoylbicyclo[3.2.1]oct-8-yl)carbamate